C(C)N(C1=CC=C(C=C2C(C3=CC=CC=C3C2)=O)C=C1)CC 2-(4'-diethylaminobenzylidene)-1-indenone